C(OC1=C(C=C(C(=C1)SC)OC([2H])([2H])[2H])CCN)([2H])([2H])[2H] 2-(2,5-bis(methoxy-d3)-4-(methylthio)phenyl)ethan-1-amine